N(=[N+]=[N-])C1=CC=C(C=C1)C=CC(=O)C1=CC=C(C=C1)O 3-(4-Azidophenyl)-1-(4-hydroxyphenyl)prop-2-en-1-one